4-benzylbenzoate C(C1=CC=CC=C1)C1=CC=C(C(=O)[O-])C=C1